3-(4-bromophenyl)-2-propynenitrile BrC1=CC=C(C=C1)C#CC#N